CC1(C=CC=C2C=C3C=C4C=5C=CC=CC5C=5C=C(C=CC5C4=CC3=C12)B1OC(C(O1)(C)C)(C)C)C 2-(10,10-dimethyl-10H-indeno[2,1-b]triphenylen-6-yl)-4,4,5,5-tetramethyl-1,3,2-dioxaborolan